2-(2,2-dimethylpyrrolidin-1-yl)ethan-1-amine CC1(N(CCC1)CCN)C